F[C@H]1CN(CC[C@H]1OC)C1=NC=CC(=N1)NC1=CC=2C(=C(N=NC2C(C)C)N2[C@@H]([C@H](C2)CS(=O)(=O)C)C)C=N1 2-[(3S,4R)-3-fluoro-4-methoxypiperidin-1-yl]-N-{4-[(2R,3S)-3-(methanesulfonylmeth-yl)-2-methylazetidin-1-yl]-1-(propan-2-yl)pyrido[3,4-d]pyridazin-7-yl}pyrimidin-4-amine